O.O.[Ru](Cl)Cl.N1=C(C=CC=C1)C1=NC=CC=C1.N1=C(C=CC=C1)C1=NC=CC=C1 Bis(2,2'-bipyridine) ruthenium (II) dichloride dihydrate